C1(CC1)C1=CC=C(C=C1)C[C@@H]1C[C@H](NC1)C(=O)NCC=1C=C2C=CN(C2=CC1)C (2s,4r)-4-[(4-cyclopropylphenyl)methyl]-N-[(1-methylindol-5-yl)methyl]pyrrolidine-2-carboxamide